NC1=NC=C(C=N1)C=1N=C(C=2N(C1)N=C(C2)C(=O)OCC)N2CCOCC2 ethyl 6-(2-aminopyrimidin-5-yl)-4-morpholinopyrazolo[1,5-a]pyrazine-2-carboxylate